2-(3,5-dichlorophenoxy)benzoic acid ClC=1C=C(OC2=C(C(=O)O)C=CC=C2)C=C(C1)Cl